C(C1=CC=CC=C1)(=O)OC[C@@]12CN(C[C@H]2C1)C(=O)OC(C)(C)C tert-butyl (1S,5S)-1-(benzoyloxymethyl)-3-azabicyclo[3.1.0]hexane-3-carboxylate